1-{[3,5-dimethyl-7-(2-{2-[2-(hydroxy)ethoxy]ethoxy}ethoxy)tricyclo[3.3.1.13,7]dec-1-yl]methyl}-1H-pyrazole CC12CC3(CC(CC(C1)(C3)C)(C2)OCCOCCOCCO)CN2N=CC=C2